methyl 1-[3-(4-methoxyphenyl)-1-oxoprop-2-enyl]-1,2,3,4-tetrahydroquinoxaline-6-carboxylate COC1=CC=C(C=C1)C=CC(=O)N1CCNC2=CC(=CC=C12)C(=O)OC